BrC1=CN(C=2N=CN=C(C21)NCC2=C(C=C(C=C2)OC)OC)[C@@H]2O[C@@H]([C@@H]1[C@H]2OC(O1)(C)C)C(=O)OC methyl (3aS,4S,6R,6aR)-6-(5-bromo-4-{[(2,4-dimethoxyphenyl)methyl]amino}-7H-pyrrolo[2,3-d]pyrimidin-7-yl)-2,2-dimethyl-tetrahydro-2H-furo[3,4-d][1,3]dioxole-4-carboxylate